trans-(E)-4-(dimethylamino)-N-(3-((6-(4-hydroxyphenyl)-1H-indazol-4-yl)oxy)cyclobutyl)-N-((1-methyl-1H-imidazol-5-yl)methyl)but-2-enamide CN(C/C=C/C(=O)N(CC1=CN=CN1C)[C@@H]1C[C@H](C1)OC1=C2C=NNC2=CC(=C1)C1=CC=C(C=C1)O)C